[2-[(3-cyano-2-pyridinyl)sulfanyl]-1-ethyl-nonyl]malononitrile C(#N)C=1C(=NC=CC1)SC(C(CC)C(C#N)C#N)CCCCCCC